3-Z-[1-(3-dimethylaminomethyl-anilino)-1-propyl-methylene]-6-carbamoyl-2-indolinone CN(C)CC=1C=C(N\C(\CCC)=C\2/C(NC3=CC(=CC=C23)C(N)=O)=O)C=CC1